CO[C@H]([C@H](C(NS(=O)(=O)CC1=CC=CC=C1)=O)C)[C@H]1N(CCC1)C(=O)OC(C)(C)C tert-Butyl (S)-2-((1R,2R)-1-methoxy-2-methyl-3-oxo-3-((phenylmethyl)sulfonamido)propyl)pyrrolidine-1-carboxylate